ClC1=C(C=NC=C1Cl)N1CCN(CC1)CC=1C=C2CN(C(C2=CC1)=O)C1C(NC(CC1)=O)=O 3-(5-((4-(4,5-dichloropyridin-3-yl)piperazin-1-yl)methyl)-1-oxoisoindolin-2-yl)piperidine-2,6-dione